BrC=1C=C(C=C(C1)C)C=1N(C=CN1)C1=C(C=CC=C1C(C)C)C(C)C 2-(3-bromo-5-methylphenyl)-1-(2,6-diisopropylphenyl)-1H-imidazole